(R)-1-(4-((9-ethyl-9H-carbazol-3-yl)carbamoyl)benzyl)-N-(3-((1,2,3,4-tetrahydroacridin-9-yl)amino)propyl)pyrrolidine-3-carboxamide C(C)N1C2=CC=CC=C2C=2C=C(C=CC12)NC(=O)C1=CC=C(CN2C[C@@H](CC2)C(=O)NCCCNC=2C3=CC=CC=C3N=C3CCCCC23)C=C1